(R)-4-(3-(2,6-Dichlorophenethyl)-3-(dimethylamino)piperidin-1-yl)-2,6-difluoro-N-(pyrimidin-4-yl)benzenesulfonamide formate C(=O)O.ClC1=C(CC[C@@]2(CN(CCC2)C2=CC(=C(C(=C2)F)S(=O)(=O)NC2=NC=NC=C2)F)N(C)C)C(=CC=C1)Cl